FC(S(=O)(=O)NS(=O)(=O)C(F)(F)F)(F)F.FC(S(=O)(=O)NS(=O)(=O)C(F)(F)F)(F)F.FC(S(=O)(=O)NS(=O)(=O)C(F)(F)F)(F)F.[Co] cobalt tris(1,1,1-trifluoro-N-[(trifluoromethyl)sulfonyl]methanesulfonamide)